3-bromo-2,5-dichloro-6-methoxybenzoic acid methyl ester COC(C1=C(C(=CC(=C1OC)Cl)Br)Cl)=O